methyl 4-[[(2R,3S,4S,5R)-3-(3,4-difluoro-2-vinyl-phenyl)-4,5-dimethyl-5-(trifluoromethyl)tetrahydrofuran-2-carbonyl]amino]pyridine-2-carboxylate FC=1C(=C(C=CC1F)[C@H]1[C@@H](O[C@]([C@H]1C)(C(F)(F)F)C)C(=O)NC1=CC(=NC=C1)C(=O)OC)C=C